Tert-Butyl 3-((4-bromo-2-fluorophenoxy)methyl)azetidine-1-carboxylate BrC1=CC(=C(OCC2CN(C2)C(=O)OC(C)(C)C)C=C1)F